FC(=CC=1C=CC(=NC1)NC(=O)C=1C(=CC(=C(C1)NC(=O)C1=CN=C(S1)C)C)F)F N-[5-[[5-(2,2-difluoroethenyl)pyridin-2-yl]carbamoyl]-4-fluoro-2-methylphenyl]-2-methyl-1,3-thiazole-5-carboxamide